(2R,6S)-2-(2-chlorophenyl)-6-hydroxy-6-methyl-2-methylamino-cyclohexane-1-one ClC1=C(C=CC=C1)[C@]1(C([C@@](CCC1)(C)O)=O)NC